FC(C1=NN=C(O1)C1=CC(=C(CN2C(N(C3=CC=CC=C3C2=O)CCN2CCCCC2)=O)C=C1)F)F 3-(4-(5-(difluoromethyl)-1,3,4-oxadiazole-2-yl)-2-fluorobenzyl)-1-(2-(piperidine-1-yl)ethyl)quinazoline-2,4(1H,3H)-dione